BrC=1C=NN2C1N=C(N=C2NCC2=NN=C(N2)C2=CC(=CC=C2)F)SC 8-bromo-N-{[5-(3-fluorophenyl)-4H-1,2,4-triazol-3-yl]methyl}-2-(methylsulfanyl)pyrazolo[1,5-a][1,3,5]triazin-4-amine